2-bromo-1-(2,4-dichlorophenyl)ethane BrCCC1=C(C=C(C=C1)Cl)Cl